ClC1=C(C=C2C(C(NC2=C1)=O)=C(O)C1=CC(=NS1)C)C1=CC=C(C=C1)N1CCOCC1 6-Chloro-3-[1-hydroxyl-(3-methyl-isothiazol-5-yl)-methylidene]-5-(4-morpholin-4-yl-phenyl)-1,3-dihydro-indol-2-one